MethylSulfide CSC